C(C=C)(=O)[O-].C(C=C)(=O)[O-].C(C(C)C)[Sn+2]CC(C)C diisobutyltin diacrylate